C(C)OC1=NC=CC=C1C1=NC(=C(C=C1)N1[C@@H](CN(CC1)C(=O)OC(CC)(CC)C(F)(F)F)CC)C(N[C@H]1CN(CC1)C)=O 3-(trifluoromethyl)pentan-3-yl (3R)-4-(2'-ethoxy-6-{[(3R)-1-methylpyrrolidin-3-yl]carbamoyl}-[2,3'-bipyridin]-5-yl)-3-ethylpiperazine-1-carboxylate